Methyl (Z,Z,Z)-9,12,15-octadecatrienoate C(CCCCCCC\C=C/C\C=C/C\C=C/CC)(=O)OC